C(C1=CC=CC=C1)OC[C@@H](CSC(C1=CC=CC=C1)(C1=CC=CC=C1)C1=CC=CC=C1)N1C(C=CC=C1)=O (S)-1-(1-(benzyloxy)-3-(tritylthio)propan-2-yl)pyridin-2(1H)-one